3-(4-Chloro-2-fluoro-5-sulfanylphenyl)-1-methyl-6-(trifluoromethyl)pyrimidine-2,4(1H,3H)-dione ClC1=CC(=C(C=C1S)N1C(N(C(=CC1=O)C(F)(F)F)C)=O)F